FC(C1=CC=C(C=C1)CS(=O)(=O)OC1=C(O[C@](C1=O)([2H])C1=CC=C(C=C1)C(F)(F)F)N)(F)F (R)-2-amino-4-oxo-5-(4-(trifluoromethyl)phenyl)-4,5-dihydrofuran-3-yl-5-d (4-(trifluoromethyl)phenyl)methanesulfonate